4-Fluoro-N-(6-(6-oxo-1,6-dihydropyridazin-3-yl)imidazo[1,2-a]pyridin-2-yl)tetrahydro-2H-pyran-4-carboxamide FC1(CCOCC1)C(=O)NC=1N=C2N(C=C(C=C2)C2=NNC(C=C2)=O)C1